piperidine-3-carboxylic acid ((R)-1,2,2-trimethyl-propyl)-amide C[C@H](C(C)(C)C)NC(=O)C1CNCCC1